(R)-2-(4-((1-(2-cyanoacetyl)piperidin-3-yl)amino)-1H-pyrrolo[2,3-b]pyridin-5-yl)oxazole-4-carboxamide C(#N)CC(=O)N1C[C@@H](CCC1)NC1=C2C(=NC=C1C=1OC=C(N1)C(=O)N)NC=C2